3-methoxy-5-(4-methyl-1H-pyrazol-1-yl)phenol COC=1C=C(C=C(C1)N1N=CC(=C1)C)O